FC1(CC1)C(=O)N1CCC(CC1)C1CN(C1)[C@@H]1[C@H](CCCC1)OC=1C=C2CN(C(C2=CC1)=O)C1C(NC(CC1)=O)=O 3-(5-(((1S,2S)-2-(3-(1-(1-fluorocyclopropane-1-carbonyl)piperidin-4-yl)-azetidin-1-yl)cyclohexyl)-oxy)-1-oxoisoindolin-2-yl)piperidine-2,6-dione